C(CCCCCCCCCCCCCCC)(=O)NCCCN(C)C palmitamidopropyldimethylamine